ClC=1C=CC(=C(C1)C1=CC(N(C=C1OC)C(C(=O)NC1=CC=C2C=CC=NC2=C1)CC)=O)N1N=NC(=C1)Cl 2-{4-[5-chloro-2-(4-chloro-1H-1,2,3-triazol-1-yl)phenyl]-5-methoxy-2-oxopyridin-1(2H)-yl}-N-(quinolin-7-yl)butanamide